BrCC1(SC=C2C1OO2)CBr 3,3-bisbromomethyl-3,4-dihydrothieno[3,4-b][1,4]dioxetane